4-[[[2-[(4,6-dimethoxy-2-pyrimidinyl)oxy]-phenyl]-methyl]amino]-benzoic acid propyl ester C(CC)OC(C1=CC=C(C=C1)NCC1=C(C=CC=C1)OC1=NC(=CC(=N1)OC)OC)=O